4-amino-5-fluoro-3-[6-(4-methylpiperazin-1-yl)-1H-benzimidazol-2-yl]quinolin-2(1H)-one mono2-hydroxypropionate hydrate O.OC(C(=O)O)C.NC1=C(C(NC2=CC=CC(=C12)F)=O)C1=NC2=C(N1)C=C(C=C2)N2CCN(CC2)C